C(C)(C)(C)OC(=O)N1CC2(CC1)CN(CC2)C2=NN(C1=C2C=NC(=C1)Cl)C1OCCCC1 7-(6-chloro-1-(tetrahydro-2H-pyran-2-yl)-1H-pyrazolo[4,3-c]pyridin-3-yl)-2,7-diazaspiro[4.4]nonane-2-carboxylic acid tert-butyl ester